O.C([C@@H](O)C)(=O)O L-lactic acid monohydrate